N1C(=CC=2C=NC=CC21)C(=O)N 1H-pyrrolo[3,2-c]pyridin-2-carboxamide